1-triethoxysilyl-2-tris(dimethylamino)silylethylene C(C)O[Si](C=C[Si](N(C)C)(N(C)C)N(C)C)(OCC)OCC